Tris(4-methoxyphenyl)-boran COC1=CC=C(C=C1)B(C1=CC=C(C=C1)OC)C1=CC=C(C=C1)OC